N-(6-(Hexahydro-5H-furo[2,3-c]pyrrol-5-yl)-2,2-dimethyl-2,3-dihydrobenzofuran-5-yl)pyrazolo[1,5-a]pyrimidine-3-carboxamide O1CCC2C1CN(C2)C2=CC1=C(CC(O1)(C)C)C=C2NC(=O)C=2C=NN1C2N=CC=C1